2-(3-(3-ethoxy-3-oxopropyl)phenyl)-5,5-difluoro-7-((2-hydroxyethyl)sulfonyl)-2,6,6-trimethylheptanoic acid C(C)OC(CCC=1C=C(C=CC1)C(C(=O)O)(CCC(C(CS(=O)(=O)CCO)(C)C)(F)F)C)=O